BrC1=C(C(=O)OC)C=C(C(=C1)O)I methyl 2-bromo-4-hydroxy-5-iodobenzoate